1-((S)-1-((4-bromo-3-methylphenyl)sulfonyl)pyrrolidin-2-yl)ethanol BrC1=C(C=C(C=C1)S(=O)(=O)N1[C@@H](CCC1)C(C)O)C